1-(4-bromophenyl)-2-phenyl-1H-benzimidazole BrC1=CC=C(C=C1)N1C(=NC2=C1C=CC=C2)C2=CC=CC=C2